C([S-])([S-])=S trithiocarbonat